ClC1=C(C=C(C=C1)F)C1NC(C2=C3C(=CC(=C12)NC(C1=CC(=CC(=C1)F)C(F)(F)F)=O)N=C(N3)N(C)C)=O N-[6-(2-chloro-5-fluorophenyl)-2-(dimethylamino)-8-oxo-1,6,7,8-tetrahydroimidazo[4,5-e]isoindol-5-yl]-5-fluoro-3-(trifluoromethyl)benzamide